ClC1=C(C=C(C=C1)F)C1NC(C2=C1C(=CC1=C(N(N=C21)C)COC(F)F)C2=C(C(=O)N)C=C(C=C2C(F)(F)F)F)=O [6-(2-chloro-5-fluorophenyl)-3-{[(difluoromethyl)oxy]methyl}-2-methyl-8-oxo-7,8-dihydro-6H-pyrrolo[4,3-g]indazol-5-yl]-5-fluoro-3-(trifluoromethyl)benzamide